Cl.Cl.C1(=CC=CC=C1)C=1SC=C(N1)C[C@@H]1NCCC[C@@H]1NS(=O)(=O)C N-(cis-2-((2-phenyl-1,3-thiazol-4-yl)methyl)piperidin-3-yl)methanesulfonamide dihydrochloride